FC(C1=CC(=NC=C1)N1N=CC(=C1)S(=O)(=O)Cl)(F)F 1-(4-(TRIFLUOROMETHYL)PYRIDIN-2-YL)-PYRAZOLE-4-SULFONYL CHLORIDE